C1(CCCC1)SC1=NC=CC=C1C1=CC(=C(C(=C1)F)CCCCC(=O)O)F 5-[4-(2-cyclopentylsulfanyl-3-pyridyl)-2,6-difluoro-phenyl]pentanoic acid